1-(6-(4-(5-chloro-6-methyl-1H-indazol-4-yl)-3-(4-(2-hydroxyethoxy)phenyl)-5-methyl-1H-pyrazol-1-yl)-2-azaspiro[3.3]Hept-2-yl)prop-2-en-1-one ClC=1C(=C2C=NNC2=CC1C)C=1C(=NN(C1C)C1CC2(CN(C2)C(C=C)=O)C1)C1=CC=C(C=C1)OCCO